F[C@H]1C[C@H](N2N=C(N=C21)S[C@H]2[C@@H](C2)C#N)C2=CC=CC=C2 trans-2-[[(5S,7S)-7-fluoro-5-phenyl-6,7-dihydro-5H-pyrrolo[1,2-b][1,2,4]triazol-2-yl]thio]cyclopropanecarbonitrile